3-[4-(4-amino-piperidin-1-yl)-3-(3,5-difluoro-phenyl)-quinolin-6-yl]-2-hydroxybenzonitrile monohydrochloride Cl.NC1CCN(CC1)C1=C(C=NC2=CC=C(C=C12)C=1C(=C(C#N)C=CC1)O)C1=CC(=CC(=C1)F)F